BrC1=CN=C(C2=CC(=CC=C12)Cl)NC 4-bromo-7-chloro-N-methyl-isoquinolin-1-amine